4-(((5r,9s)-7-((4-chloro-2-cyanophenyl)sulfonyl)-2-oxo-1-oxa-3,7-diazaspiro[4.4]non-9-yl)oxy)-2-fluorobenzonitrile ClC1=CC(=C(C=C1)S(=O)(=O)N1C[C@]2(CNC(O2)=O)[C@H](C1)OC1=CC(=C(C#N)C=C1)F)C#N